C(C1CO1)N(C1=CC=C(C=C1)CC1=CC=C(N(CC2CO2)CC2CO2)C=C1)CC1CO1 Tetraglycidyl-4,4'-methylendianilin